(R)-3-chloro-2-(6-((6-(2-(hydroxymethyl)morpholino)pyrimidin-4-yl)amino)-1H-pyrazolo[4,3-c]pyridin-1-yl)benzonitrile ClC=1C(=C(C#N)C=CC1)N1N=CC=2C=NC(=CC21)NC2=NC=NC(=C2)N2C[C@@H](OCC2)CO